C[SiH2]C dimethylsilan